tert-butyl N-[(10R,11E,14S)-10-methyl-9-oxo-5,8,17-triazatricyclo[13.3.1.02,7]nonadeca-1(19),2(7),3,5,11,15,17-heptaen-14-yl]carbamate C[C@H]\1C(NC=2C=NC=CC2C=2C=NC=C([C@H](C/C=C1)NC(OC(C)(C)C)=O)C2)=O